FC=1C=CC(=C(C1)C1(CC1)C=O)OCOC 1-(5-Fluoro-2-(methoxymethoxy)phenyl)cyclopropane-1-carbaldehyde